C(C)(C)(C)OOC1=C(C(=C(C=C1)C(C)C)C(C)C)OOC(C)(C)C di-(t-butylperoxy)diisopropylbenzene